(S)-3-((5-Methyl-4-oxo-3-(4-phenoxypicolinamido)-2,3,4,5-tetrahydrobenzo[b][1,4]oxazepin-7-yl)ethynyl)oxetan-3-yl-ethylcarbamat CN1C2=C(OC[C@@H](C1=O)NC(C1=NC=CC(=C1)OC1=CC=CC=C1)=O)C=CC(=C2)C#CC2(COC2)N(C([O-])=O)CC